Methyl 2-(6-methoxythiochroman-4-yl)acetate COC=1C=C2C(CCSC2=CC1)CC(=O)OC